1,9-Dimethoxy-1,3,5,7,9-pentamethyl-1,3,5,7,9-pentaphenylpentasiloxan CO[Si](O[Si](O[Si](O[Si](O[Si](C1=CC=CC=C1)(C)OC)(C1=CC=CC=C1)C)(C1=CC=CC=C1)C)(C1=CC=CC=C1)C)(C1=CC=CC=C1)C